(2-methylbutoxy)acetic acid CC(COCC(=O)O)CC